FC=1C(=C(C(=CC1)F)C=1C(=CN(C1C(C1=CC=C(C=C1)CCCCCCO)=O)C)C(=O)O)C 4-(3,6-difluoro-2-methylphenyl)-5-[4-(6-hydroxyhexyl)benzoyl]-1-methylpyrrole-3-carboxylic acid